1,5-Bis(4-dodecyloxy-3-methoxyphenyl)penta-1,4-dien-3-on C(CCCCCCCCCCC)OC1=C(C=C(C=C1)C=CC(C=CC1=CC(=C(C=C1)OCCCCCCCCCCCC)OC)=O)OC